C[N+](C)(CCCN1C2=CC=CC=C2SC3=C1C=C(C=C3)Cl)[O-] The molecule is an organochlorine compound that is chlorpromazine in which the acyclic tertiary amino group has been converted into the corresponding N-oxide. It has a role as a metabolite. It is an organochlorine compound, a member of phenothiazines and a tertiary amine oxide. It derives from a chlorpromazine.